BrC=1C=C(C(=O)OC(C)(C)C)C=C(C1)Cl tert-butyl 3-bromo-5-chloro-benzoate